N-[2-(5-Fluoro-3-methyl-1H-indol-3-yl)ethyl]acetamide FC=1C=C2C(CNC2=CC1)(C)CCNC(C)=O